4,6,8,10-tetramethyltridecane CC(CCC)CC(CC(CC(CCC)C)C)C